FC1=C(C(=CC(=C1)F)F)[I+]C1=C(C=C(C=C1F)F)F bis(2,4,6-trifluorophenyl)iodonium